ClC1=NC(=CC2=C1CNC2=O)Cl 4,6-dichloro-2H,3H-pyrrolo[3,4-C]pyridin-1-one